C(C)(C)(C)OC(=O)NC1=C(C=CC=C1B(O)O)C1=CC=CC=C1 2-(TERT-BUTOXYCARBONYLAMINO)BIPHENYL-3-YLBORONIC ACID